1-(4-(4-((1-(3-fluorobenzyl)-1H-pyrazol-4-yl)amino)pyrimidin-2-yl)phenyl)imidazolidin-2-one FC=1C=C(CN2N=CC(=C2)NC2=NC(=NC=C2)C2=CC=C(C=C2)N2C(NCC2)=O)C=CC1